farnesyl-ascorbate C(C=C(C)CCC=C(C)CCC=C(C)C)OC1=C(C(=O)O[C@@H]1[C@@H](O)CO)O